C(/C1=CC=CC=C1)=C/1\C(C2=CC=CC=C2C1NC1CCCCC1)=O (E)-2-benzylidene-3-(cyclohexylamino)-2,3-dihydro-1H-inden-1-one